C1(CC1)C=1C(=NN(C1)C1CC2(CN(C2)C(=O)C2=C(C=CC(=C2)O)F)C1)C1=C(C=CC=C1)F (6-(4-Cyclopropyl-3-(2-fluorophenyl)-1H-pyrazol-1-yl)-2-azaspiro[3.3]heptan-2-yl)(2-fluoro-5-hydroxyphenyl)methanone